C(C)(C)(C)OC(=O)N[C@@H](COC1=C(C(=O)OCC2=CC=CC=C2)C(=CC=C1)OC([2H])([2H])[2H])CC1=CC=CC=C1 Benzyl (R)-2-(2-((tert-butoxycarbonyl)amino)-3-phenylpropoxy)-6-(methoxy-d3)benzoate